Iron (II) disalicylaldehyde C(C=1C(O)=CC=CC1)=O.C(C=1C(O)=CC=CC1)=O.[Fe+2]